(R)-((1-(6-bromo-3-methylpyridine-2-carbonyl)-5,5-difluoropiperidin-2-yl)methyl)carbamic acid tert-butyl ester C(C)(C)(C)OC(NC[C@@H]1N(CC(CC1)(F)F)C(=O)C1=NC(=CC=C1C)Br)=O